5-(2,6-diazaspiro[3.3]heptan-2-ylmethyl)-1-methyl-imidazole-4-carbonitrile C1N(CC12CNC2)CC2=C(N=CN2C)C#N